methyl 6-deoxy-6-[(2r,3r,4r,5s)-3,4,5-trihydroxy-2-(hydroxymethyl) piperidino]-α-D-glucopyranoside sesquihydrate O.O[C@@H]1[C@H](N(C[C@@H]([C@H]1O)O)C[C@@H]1[C@H]([C@@H]([C@H]([C@@H](OC)O1)O)O)O)CO.O.O.CO[C@@H]1[C@H](O)[C@@H](O)[C@H](O)[C@H](O1)CN1[C@@H]([C@H]([C@@H]([C@H](C1)O)O)O)CO